NC(CN[C@H]1[C@@H](CCCC1)N)CC1=CC=C(C=C1)N=C=S N-[2-amino-3-(p-isothiocyanatophenyl)propyl]-trans-cyclohexane-1,2-diamine